tert-butyl 4-(6-oxo-2,3-dihydro-1H-pyridin-4-yl)piperazine-1-carboxylate O=C1C=C(CCN1)N1CCN(CC1)C(=O)OC(C)(C)C